C(C)N1C2=CC=CC=C2C=2C=C(C=CC12)/C=C/C(=O)C1=C(C=CC=C1)CO (E)-3-(9-Ethylcarbazol-3-yl)-1-[2-(hydroxymethyl)phenyl]prop-2-en-1-one